FC(C1=NC=CC(=C1)C1=NC(=C(C=C1)F)C(F)F)F 2',6-bis(difluoromethyl)-5-fluoro-2,4'-Bipyridine